ClC1=C(C=C(C=C1C(=O)N1C(C=2C(CC1)=C(N(N2)C)C2=CC(=CC(=C2)F)F)C)F)CN(C(OC(C)(C)C)=O)C2CNC(C2)=O tert-butyl N-[[2-chloro-3-[3-(3,5-difluorophenyl)-2,7-dimethyl-5,7-dihydro-4H-pyrazolo[3,4-c]pyridine-6-carbonyl]-5-fluoro-phenyl]methyl]-N-(5-oxopyrrolidin-3-yl)carbamate